4-Fluoro-N-methyl-1-{4-[1-methyl-1-((S)-S-methylsulfonimidoyl)ethyl]-6-[(3R)-3-methylmorpholin-4-yl]pyrimidin-2-yl}-1H-benzimidazol-2-amine FC1=CC=CC=2N(C(=NC21)NC)C2=NC(=CC(=N2)C(C)([S@](=O)(=N)C)C)N2[C@@H](COCC2)C